3-azaspiro[5.5]undecane-9-carbaldehyde C1CNCCC12CCC(CC2)C=O